N-[1-methyl-3-(trifluoromethyl)-1H-pyrazol-5-yl]-3-(thiazol-4-yl)quinoline CN1N=C(C=C1N1CC(=CC2=CC=CC=C12)C=1N=CSC1)C(F)(F)F